4-(6-(methoxymethyl)-7-(4-(piperazin-1-yl)phenyl)imidazo[1,2-b]pyridazin-3-yl)quinoline COCC=1C(=CC=2N(N1)C(=CN2)C2=CC=NC1=CC=CC=C21)C2=CC=C(C=C2)N2CCNCC2